[3-oxo-3-(2,4-dihydroxyphenyl)prop-1-enyl]phenolate O=C(C=CC1=C(C=CC=C1)[O-])C1=C(C=C(C=C1)O)O